Octafluorohexanedial tert-butyl-((S)-1-(2-cyano-3-(3,5-difluorophenyl)-5-(((S)-1,1,1-trifluoropropan-2-yl)carbamoyl)pyridin-4-yl)-3-methylpyrrolidin-3-yl)carbamate C(C)(C)(C)N(C(O)=O)[C@@]1(CN(CC1)C1=C(C(=NC=C1C(N[C@H](C(F)(F)F)C)=O)C#N)C1=CC(=CC(=C1)F)F)C.FC(C(C(C(C=O)(F)F)(F)F)(F)F)(C=O)F